tin dibenzyldithiocarbamate C(C1=CC=CC=C1)N(C([S-])=S)CC1=CC=CC=C1.[Sn+4].C(C1=CC=CC=C1)N(C([S-])=S)CC1=CC=CC=C1.C(C1=CC=CC=C1)N(C([S-])=S)CC1=CC=CC=C1.C(C1=CC=CC=C1)N(C([S-])=S)CC1=CC=CC=C1